chloro-hexamethoxydisilazane ethyl-2-bromo-2-(5-isopropyl-2-methoxy-3-(trifluoromethyl)phenyl)acetate C(C)OC(C(C1=C(C(=CC(=C1)C(C)C)C(F)(F)F)OC)Br)=O.ClN([Si](OC)(OC)OC)[Si](OC)(OC)OC